(3R,4S)-3-cyclopropyl-4-methyl-1-[6-(1-methylindazol-5-yl)pyrazolo[1,5-a]pyrazin-4-yl]-2-oxopyrrolidine-3-carbonitrile C1(CC1)[C@]1(C(N(C[C@H]1C)C=1C=2N(C=C(N1)C=1C=C3C=NN(C3=CC1)C)N=CC2)=O)C#N